methyl 3-[3-cyano-4-[(1S,4S,5R)-5-[[5-cyclopropyl-3-(2,6-dichlorophenyl)-1,2-oxazol-4-yl]methoxy]-2-azabicyclo[2.2.1]heptan-2-yl]phenyl]propanoate C(#N)C=1C=C(C=CC1N1[C@@H]2C[C@H]([C@H](C1)C2)OCC=2C(=NOC2C2CC2)C2=C(C=CC=C2Cl)Cl)CCC(=O)OC